N[C@@H](CCCCN)C(=O)[O-].[Fe+2].OCCSC1=C(C=C(C=C1)C1(C2=CC=CC=C2C=2C=CC=CC12)C1=CC(=C(C=C1)SCCO)C1=CC=CC=C1)C1=CC=CC=C1.N[C@@H](CCCCN)C(=O)[O-] 9,9-bis[4-(2-hydroxyethylthio)-3-phenylphenyl]fluorene iron lysinate salt